NC1(CCCC1)C(=O)NC1=CC(=C(C=C1)OCCCN1CCNCC1)OC 1-amino-N-(3-methoxy-4-(3-(1-piperazinyl)propoxy)phenyl)cyclopentane-1-carboxamide